FC(C(C(=O)OC)C(=O)OC)(F)F Dimethyl 2-(trifluoromethyl)propanedioate